BrC1=CC(=C(S1)C=1SC(=C(C1)F)C=1SC(=CC1F)C=1SC(=CC1CC(CCCCCCCC)CCCCCC)Br)CC(CCCCCCCC)CCCCCC 5,5'''-dibromo-3,3'''-bis(2-hexyldecyl)-3'',4'-difluoro-2,2':5',2'':5'',2'''-quaterthiophene